(R)-7-(4-fluorophenyl)-N-(1-(6-methylpyridazin-3-yl)ethyl)-4-(tetrahydro-2H-pyran-4-yl)phthalazin-1-amine FC1=CC=C(C=C1)C1=CC=C2C(=NN=C(C2=C1)N[C@H](C)C=1N=NC(=CC1)C)C1CCOCC1